C1(=CC=CC=C1)C1=NC(=NC(=N1)C1=CC=CC=C1)C=1C(=C(C(=CC1)C1=NC=CC=C1)C=1C=CC=2N(C3=CC=CC=C3C2C1)C1=CC=CC=C1)C=1C=CC=2N(C3=CC=CC=C3C2C1)C1=CC=CC=C1 3,3'-(3-(4,6-diphenyl-1,3,5-triazin-2-yl)-6-(pyridin-2-yl)-1,2-phenylene)bis(9-phenyl-9H-carbazole)